N=1CC=NCC1 2,5-dihydropyrazin